(1S)-2-[4,6-bis(trifluoromethyl)pyrimidin-2-yl]-6-chloro-1-{[(3S)-oxan-3-yl]methyl}-2,3,4,9-tetrahydro-1H-pyrido[3,4-b]indole FC(C1=NC(=NC(=C1)C(F)(F)F)N1[C@H](C=2NC3=CC=C(C=C3C2CC1)Cl)C[C@H]1COCCC1)(F)F